2-hydroxyoctadecyldisulfide OC(CSSCC(CCCCCCCCCCCCCCCC)O)CCCCCCCCCCCCCCCC